2-(5-chloro-2-ethoxy-4-fluoro-3-(6-(trifluoromethyl)pyridin-3-yl)phenyl)propionic acid ClC=1C(=C(C(=C(C1)C(C(=O)O)C)OCC)C=1C=NC(=CC1)C(F)(F)F)F